CC1(OC[C@H](O1)COC([O-])=O)C ((S)-2,2-Dimethyl-1,3-dioxolane-4-ylmethyl)carbonate